COC1(C(COC=C1)O)OC 4,4-dimethoxy-2H-pyran-3-ol